ClC=1N=C(C=2C(N1)=NN(N2)C2=C(C=C(C=C2C)C2CC2)C)O 5-chloro-2-(4-cyclopropyl-2,6-dimethyl-phenyl)triazolo[4,5-d]pyrimidin-7-ol